pyrrolo[1,2-b]pyrazole monohydrate O.N1N2C(C=C1)=CC=C2